6-((4-bromo-2-fluorophenyl)amino)-N-((2,2-dimethyl-1,3-dioxan-5-yl)oxy)-7-fluorobenzofuran-5-carboxamide BrC1=CC(=C(C=C1)NC1=C(C2=C(C=CO2)C=C1C(=O)NOC1COC(OC1)(C)C)F)F